(S)-5-((1-cyclobutyl-1H-pyrazol-4-yl)ethynyl)-N-(2-hydroxy-3-phenylpropyl)-N-methylnicotinamide C1(CCC1)N1N=CC(=C1)C#CC=1C=NC=C(C(=O)N(C)C[C@H](CC2=CC=CC=C2)O)C1